ClC=1N=C(C(N(C1)C1=CC=C(C=C1)CCC#N)=O)NC1=C(C=C(C=C1)C(F)(F)F)F 3-(4-(5-chloro-3-((2-fluoro-4-(trifluoromethyl)phenyl)amino)-2-oxopyrazin-1(2H)-yl)phenyl)propanenitrile